N[C@H]1CN(CCC1)C(=O)OC(C)(C)C (R)-3-amino-N-t-butoxycarbonyl-piperidine